(2-Carboxyethyl)dimethyl-sulfonium bromide [Br-].C(=O)(O)CC[S+](C)C